COC(C1=C(C=CC=C1)Cl)=O.CN1C(=NN=C1)CC1(COC1)C1=CC(=CC=C1)B1OC(C(O1)(C)C)(C)C 4-Methyl-3-((3-(3-(4,4,5,5-tetramethyl-1,3,2-dioxaborolan-2-yl)phenyl)oxetan-3-yl)methyl)-4H-1,2,4-triazole methyl-2-chlorobenzoate